FC(C=1C(=NC2=CC=CC=C2N1)C=1C=NN(C1)CCCCCCNC(OC(C)(C)C)=O)(F)F tert-butyl (6-(4-(3-(trifluoromethyl)quinoxalin-2-yl)-1H-pyrazol-1-yl)hexyl)carbamate